2-[1-cyclobutyl-6-(trifluoromethyl)-1H-1,3-benzodiazol-2-yl]-5-methoxy-1-methyl-6-oxo-1,6-dihydropyrimidine-4-carboxylic acid C1(CCC1)N1C(=NC2=C1C=C(C=C2)C(F)(F)F)C=2N(C(C(=C(N2)C(=O)O)OC)=O)C